6-(2-Fluorophenyl)-N-[(2-oxo-1H-pyridin-3-yl)sulfonyl]-2-[(4S)-2,2,4-trimethylpyrrolidin-1-yl]pyridin-3-carboxamid FC1=C(C=CC=C1)C1=CC=C(C(=N1)N1C(C[C@@H](C1)C)(C)C)C(=O)NS(=O)(=O)C=1C(NC=CC1)=O